C(C)(=O)C=1C=CC(=C(C1)N1C(=NC2=CC=CC=C2C1=O)Cl)OC(C)C 3-(5-Acetyl-2-isopropoxyphenyl)-2-chloroquinazolin-4(3H)-one